N2-[4-[(2,2-dimethylpiperazin-1-yl)methyl]phenyl]-N4-[2-(6-methyl-2-pyridyl)pyrimidin-4-yl]pyrimidine-2,4-diamine CC1(N(CCNC1)CC1=CC=C(C=C1)NC1=NC=CC(=N1)NC1=NC(=NC=C1)C1=NC(=CC=C1)C)C